3-methylbenzoxy-propane-1,2-diol CC=1C=C(COC(C(C)O)O)C=CC1